NC1=C2C(=NC=N1)N(N=C2C)C(C)C2=C(C(=C(C#N)C(=C2)Cl)C2CN(C2)C2COCC2)OC 4-[1-(4-Amino-3-methyl-1H-pyrazolo[3,4-d]pyrimidin-1-yl)ethyl]-6-chloro-3-methoxy-2-[1-(tetrahydrofuran-3-yl)azetidin-3-yl]benzonitrile